methylolcyclohexene oxide C(O)C12C(CCCC1)O2